1-(3-aminopiperidin-1-yl)-2-fluoro-5,6,7,8,9,10-hexahydrocyclohepta[b]Indole-4-carboxamide NC1CN(CCC1)C1=C2C3=C(NC2=C(C=C1F)C(=O)N)CCCCC3